BrC1=CC=C2C(=C(/C(/C2=C1)=C/C1=CC=C(C=C1)COC1=CC=CC=C1)C)CC(=O)O (Z)-2-(6-bromo-2-methyl-1-(4-(phenoxymethyl)benzylidene)-1H-inden-3-yl)acetic acid